ClC1=CC=C(C=C1)C=1N=CN(C1C1=CC=NC=C1)CC(=O)N[C@@H]1CN(CC1)CC(F)F 2-[4-(4-chlorophenyl)-5-(pyridin-4-yl)-1H-imidazol-1-yl]-N-[(3S)-1-(2,2-difluoroethyl)pyrrolidin-3-yl]acetamide